O1C(=CC=C1)C(C(C=O)C)=O 3-(FURAN-2-YL)-2-METHYL-3-OXOPROPANAL